C1(CCCCCCC1)C(NC(=O)C=1C(=NOC1)C)C1=NC2=C(N1)C=CC(=C2F)CC2CCNCC2 N-{cyclooctyl-[4-fluoro-5-(piperidin-4-ylmethyl)-1H-benzoimidazol-2-yl]methyl}-3-methylisoxazole-4-carboxamide